methyl (4S)-5-[(3-bromo-2-fluorophenyl)amino]-4-[(tert-butoxycarbonyl)amino]pentanoate BrC=1C(=C(C=CC1)NC[C@H](CCC(=O)OC)NC(=O)OC(C)(C)C)F